N[C@@H]1CC[C@H](OC1)C(=O)N(C)C (2S,5R)-5-amino-N,N-dimethyltetrahydro-2H-pyran-2-carboxamide